(Z)-N'-(methoxymethyl)-N'-(pyrimidin-2-yl)-4-(1,4,4,4-tetrafluoro-3-(3,4,5-trichlorophenyl)but-1-en-1-yl)-2-(trifluoromethyl)benzoyl-hydrazine COCN(NC(C1=C(C=C(C=C1)/C(=C/C(C(F)(F)F)C1=CC(=C(C(=C1)Cl)Cl)Cl)/F)C(F)(F)F)=O)C1=NC=CC=N1